tert-butyl ((S)-(4,4-difluorocyclohexyl)(7-(((S)-4-methyl-2-oxoimidazolidin-1-yl)methyl)imidazo[1,2-b]pyridazin-2-yl)methyl)carbamate FC1(CCC(CC1)[C@@H](C=1N=C2N(N=CC(=C2)CN2C(N[C@H](C2)C)=O)C1)NC(OC(C)(C)C)=O)F